The molecule is a ceramide obtained by formal condensation of the carboxy group of docosanoic acid with the amino group of (4E,14Z)-sphinga-4,14-dienine. It has a role as a Papio hamadryas metabolite. It derives from a docosanoic acid. CCCCCCCCCCCCCCCCCCCCCC(=O)N[C@@H](CO)[C@@H](/C=C/CCCCCCCC/C=C\\CCC)O